FC1=CC=C(C(=O)NC2=NC=CC(=C2)C2=C(C=C(C=C2)OC)[N+](=O)[O-])C=C1 4-fluoro-N-(4-(4-methoxy-2-nitrophenyl)pyridin-2-yl)benzamide